1-benzyl-4-[[1-(tert-butoxycarbonyl)piperidin-4-yl]oxy]pyridin-1-ium tert-butyl-4-((1,3-dioxoisoindolin-2-yl)methyl)benzoate C(C)(C)(C)OC(C1=CC=C(C=C1)CN1C(C2=CC=CC=C2C1=O)=O)=O.C(C1=CC=CC=C1)[N+]1=CC=C(C=C1)OC1CCN(CC1)C(=O)OC(C)(C)C